CN1CCN(CC1)C1=CC=C(C=C1)NC1=NC=C(C(=N1)C1=CN=C(S1)N1CC(C1)O)C1=CN=CS1 1-(5-(2-((4-(4-methylpiperazin-1-yl)phenyl)amino)-5-(thiazol-5-yl)pyrimidin-4-yl)thiazol-2-yl)azetidin-3-ol